C(OC=1C(C=CN2N([C@H]3N(C(C21)=O)CCOC3)[C@@H]3C2=C(SCC1=C3C=CC(=C1F)F)C=CS2)=O)(OC)=O (12aR)-12-[(10S)-6,7-difluoro-5,10-dihydrothieno[3,2-c][2]benzothiepin-10-yl]-6,8-dioxo-3,4,12,12a-tetrahydro-1H-[1,4]oxazino[3,4-c]pyrido[2,1-f][1,2,4]triazin-7-yl methyl carbonate